sodium lauryl aminopropionate NC(C(=O)OCCCCCCCCCCCC)C.[Na]